6-bromo-4-(methyl-d3)-3,4-dihydro-2H-benzo[b][1,4]thiazine BrC1=CC2=C(SCCN2C([2H])([2H])[2H])C=C1